3-chloro-5-bromo-benzoyl chloride ClC=1C=C(C(=O)Cl)C=C(C1)Br